CCCCCCCCCCCCCCCCCCCC(=O)OC[C@H](COP(=O)(O)OCCN)O The molecule is a 1-acyl-sn-glycero-3-phosphoethanolamine in which the acyl group is specified as icosanoyl. It has a role as a mouse metabolite and a human xenobiotic metabolite. It is a lysophosphatidylethanolamine 20:0 and a 1-acyl-sn-glycero-3-phosphoethanolamine. It derives from an icosanoic acid.